1,2,3,4-Tetrahydro-1,6-naphthyridine N1CCCC2=CN=CC=C12